potassium sodium (+)-tartrate C(=O)([O-])C(O)C(O)C(=O)[O-].[Na+].[K+]